C(CC=C)N1C=C(C2=CC(=CC=C12)C=1C=C2C=CC=NC2=CC1)CC(=O)NCC1=NC=CC=C1 2-(1-(but-3-en-1-yl)-5-(quinolin-6-yl)-1H-indol-3-yl)-N-(pyridin-2-ylmethyl)acetamide